(((((9H-fluoren-9-yl)methoxy)carbonyl)amino)methyl)-4-(4-chloro-2-Fluorophenyl)-3-(2-chlorophenyl)-5-neopentylpyrrolidine-2-carboxylic acid C1=CC=CC=2C3=CC=CC=C3C(C12)COC(=O)NCN1C(C(C(C1CC(C)(C)C)C1=C(C=C(C=C1)Cl)F)C1=C(C=CC=C1)Cl)C(=O)O